O[C@](CN1N=CC(=C1)C#N)(C)[C@H]1CCC[C@H]2[C@@H]3CC[C@@H]4C[C@](CC[C@@]4([C@H]3CC[C@]12C)C)(CCC)O 1-((R)-2-hydroxy-2-((1S,4aS,4bR,6aR,8R,10aS,10bS,12aS)-8-hydroxy-10a,12a-dimethyl-8-propyloctadecahydrochrysen-1-yl)propyl)-1H-pyrazole-4-carbonitrile